di(2-methyl hexyl) maleate C(\C=C/C(=O)OCC(CCCC)C)(=O)OCC(CCCC)C